CC1=C(C=C(C(=O)NC=2C=NC=C(C2)C(F)(F)F)C=C1)OC1CN(C1)C=1C=NN2C1N=C(C=C2)NC 4-methyl-3-((1-(5-(methylamino)pyrazolo[1,5-a]pyrimidin-3-yl)azetidin-3-yl)oxy)-N-(5-(trifluoromethyl)pyridin-3-yl)benzamide